4-(4-bromo-2-oxo-2,3-dihydro-1H-benzo[d]imidazol-1-yl)-2-methylpiperidine-1-carboxylic acid tert-butyl ester C(C)(C)(C)OC(=O)N1C(CC(CC1)N1C(NC2=C1C=CC=C2Br)=O)C